N'-((1,2,3,5,6,7-hexahydro-s-indacen-4-yl)carbamoyl)-6-hydroxy-6,7-dihydro-5H-pyrazolo[5,1-b][1,3]oxazine-3-sulfonimidamide C1CCC2=C(C=3CCCC3C=C12)NC(=O)N=S(=O)(N)C=1C=NN2C1OCC(C2)O